C(C=C)(=O)OCCNC(C(=C1C2=CC=CC=C2SC=2C=CC=CC12)C#N)=O 2-(2-cyano-2-(9H-thioxanthen-9-ylidene) acetamido)ethyl acrylate